FC1(CCC(CC1)C1=CC(=C(C=N1)CNC(C=C)=O)C1=NN(C=C1)C(F)F)F N-((6-(4,4-difluorocyclohexyl)-4-(1-(difluoromethyl)-1H-pyrazol-3-yl)pyridin-3-yl)methyl)acrylamide